ClC1=NC(=NC(=C1C#N)SC)C1=CC=NC=C1 4-chloro-6-(methylthio)-2-(pyridin-4-yl)pyrimidine-5-carbonitrile